1-cyclopropyl-7-chloro-6-fluoro-1,4-dihydro-4-oxoquinoline-3-carboxylic acid C1(CC1)N1C=C(C(C2=CC(=C(C=C12)Cl)F)=O)C(=O)O